FC=1C=C(C(=O)OC)C=C(N1)C1=NC2=CC(=NC=C2C=C1)CNC(C1=CC(=C(C=C1)C)S(=O)(=O)C)=O methyl 2-fluoro-6-(7-((4-methyl-3-(methylsulfonyl)benzamido)methyl)-1,6-naphthyridin-2-yl)isonicotinate